ClC1=CC2=C(N(C([C@@H](N=C2C2=CC=CC=C2)C2CCCC2)=O)CCC(=O)O)C=C1 (S)-3-(7-chloro-3-cyclopentyl-2-oxo-5-phenyl-2,3-dihydro-1H-benzo[e][1,4]diazepin-1-yl)propionic acid